2-(pyridin-4-yloxy)ethoxy-1H-inden-1-one N1=CC=C(C=C1)OCCOC=1C(C2=CC=CC=C2C1)=O